C(C)(C)(C)[Si](OC=1C=C2C(=C(N(C2=CC1)C(=O)OC(C)(C)C)C1=CC(=NC=C1)C)C(C)C)(C)C tert-butyl 5-((tertbutyldimethylsilyl)oxy)-3-isopropyl-2-(2-methylpyridin-4-yl)-1H-indole-1-carboxylate